{[2-(5-{2-[5-(2,2-dicyanoethenyl)furan-2-yl]-1-ethyl-1H-indol-6-yl}furan-2-yl)-1,3-thiazol-5-yl]methylidene}propanedinitrile C(#N)C(=CC1=CC=C(O1)C=1N(C2=CC(=CC=C2C1)C1=CC=C(O1)C=1SC(=CN1)C=C(C#N)C#N)CC)C#N